OC1(CC(C1)C(=O)N1CC2(C1)CC(C2)OC2=C(C=C(C=C2)C(F)(F)F)C)C ((1s,3s)-3-Hydroxy-3-methylcyclobutyl)(6-(2-methyl-4-(trifluoromethyl)phenoxy)-2-azaspiro[3.3]heptan-2-yl)methanon